C1(CC1)C=1C(NC=2C=C(C=NC2C1)CN1CCN(CC1)C=1C=C(C=C(C#N)C1)F)=O 5-(4-((7-Cyclopropyl-6-oxo-5,6-dihydro-1,5-naphthyridin-3-yl)methyl)piperazin-1-yl)-3-fluorobenzonitrile